C[C@@H](CCCCCCC=O)CC |r| (+/-)-8-Methyldecanal